bisPhenyl-(4-(triphenylsilyl)phenyl)phosphine oxide C1(=CC=CC=C1)P(C1=CC=C(C=C1)[Si](C1=CC=CC=C1)(C1=CC=CC=C1)C1=CC=CC=C1)(C1=CC=CC=C1)=O